3,5-dichloropyridine N-oxide ClC=1C=[N+](C=C(C1)Cl)[O-]